ClC1=C(C(=C(C(=C1Cl)Cl)Cl)Cl)OC 2,3,4,5,6-Pentachloroanisole